bis(5-diethylaminocarbonyloxy-2,4-dimethylphenyl) trisulfide C(C)N(C(=O)OC=1C(=CC(=C(C1)SSSC1=C(C=C(C(=C1)OC(=O)N(CC)CC)C)C)C)C)CC